[Br-].[Br-].C1(=CC=C(C=C1)C[N+]1=CC(=C(C=C1)\C=C\C1=CC=C(C=C1)N(CC)CC)C)C[N+]1=CC(=C(C=C1)\C=C\C1=CC=C(C=C1)N(CC)CC)C 1,1'-[1,4-phenylenedi(methylene)]bis{4-[(E)-4-(diethylamino)styryl]-3-methylpyridin-1-ium} dibromide